ClC1=NC(=CC(=C1)[C@H]1OCCOC1)S(=O)(=O)C |o1:7| (R or S)-2-chloro-4-(1,4-dioxan-2-yl)-6-(methylsulfonyl)pyridine